N-(9-fluorenylmethoxycarbonyloxy)succinimide C1CC(=O)N(C1=O)OC(=O)OCC2C3=CC=CC=C3C4=CC=CC=C24